ClC1=CC2=C(N(C=N2)CC(=O)OC(C)(C)C)C=C1 tert-butyl 2-(5-chloro-1H-benzo[d]imidazol-1-yl)acetate